N[C@H](C)C1=C(C(=CC=C1)C)C#N (R)-3-(1-aminoethyl)-2-tolunitrile